BrC1=C(C(=O)OC)C=CC(=C1)C1C(CNCC1)(F)F methyl 2-bromo-4-(3,3-difluoro-4-piperidyl)benzoate